6-(3-(2-(1-(1-methyl-4-oxo-1,4-dihydropyridin-3-yl)cyclopropoxy)acetyl)-3,8-diazabicyclo[3.2.1]octan-8-yl)nicotinonitrile CN1C=C(C(C=C1)=O)C1(CC1)OCC(=O)N1CC2CCC(C1)N2C2=NC=C(C#N)C=C2